FC=1C=C(C=CC1)N1N=C(C=C(C1=O)C(=O)NC[C@H](CO)C)C1=CC=C(C=C1)C(F)(F)F |r| 2-(3-fluorophenyl)-N-[(2RS)-3-hydroxy-2-methylpropyl]-3-oxo-6-[4-(trifluoromethyl)phenyl]-2,3-dihydropyridazine-4-carboxamide